ClCCOC(=O)NC1=CC=C(C=C1)C1=CC=C2C(=N1)SC(=N2)NC(OC(C)(C)C)=O tert-butyl (5-(4-(((2-chloroethoxy)carbonyl)amino)phenyl)thiazolo[5,4-b]pyridin-2-yl)carbamate